C(C)OC(=O)C=1C(=NC(=NC1)SC)NC1CC(C1)C(=O)O 3-((5-(ethoxycarbonyl)-2-(methylthio)pyrimidin-4-yl)amino)cyclobutane-1-carboxylic acid